(S)-6-chloro-5-methoxy-1-methyl-3-(1H-pyrazol-4-yl)-2-(5-(2,2,2-trifluoro-1-methoxyethyl)-4H-1,2,4-triazol-3-yl)-1H-pyrrolo[3,2-b]pyridine ClC=1C=C2C(=NC1OC)C(=C(N2C)C2=NN=C(N2)[C@@H](C(F)(F)F)OC)C=2C=NNC2